FC=1C=C(C=C(C1)F)NC=1C=C2C(=NN(C2=CC1)COCC[Si](C)(C)C)\C=C\C1=NC=CC=C1 (E)-N-(3,5-difluorophenyl)-3-(2-(pyridin-2-yl)vinyl)-1-((2-(trimethylsilyl)ethoxy)methyl)-1H-indazol-5-amine